C(#N)CC=1N=C2N(N(C(C=C2N2C[C@H](N(C[C@@H]2COC)C(=O)OC(C)(C)C)CC)=O)C)C1 tert-butyl (2R,5R)-4-(2-(cyanomethyl)-5-methyl-6-oxo-5,6-dihydroimidazo[1,2-b]pyridazin-8-yl)-2-ethyl-5-(methoxymethyl)piperazine-1-carboxylate